5-(5-(4-methylpiperazin-1-yl)-1H-pyrrolo[2,3-b]pyridin-3-yl)-N-(pyridin-3-yl)pyrazolo[1,5-a]pyridine-3-carboxamide CN1CCN(CC1)C=1C=C2C(=NC1)NC=C2C2=CC=1N(C=C2)N=CC1C(=O)NC=1C=NC=CC1